((1S,3R)-3-((tert-butoxycarbonyl)amino)cyclopentyl)methyl 4-methylbenzenesulfonate CC1=CC=C(C=C1)S(=O)(=O)OC[C@@H]1C[C@@H](CC1)NC(=O)OC(C)(C)C